(1R)-2-phenyl-1-[(1S,2S,6R,8S)-2,9,9-trimethyl-3,5-dioxa-4-boratricyclo[6.1.1.0[2,6]]dec-4-yl]ethan-1-amine C1(=CC=CC=C1)C[C@H](N)B1O[C@]2([C@@H]3C([C@H](C[C@H]2O1)C3)(C)C)C